[Te].[Se].[Sb].[Ge] Germanium-antimony-selenium-tellurium